CC1(CC1)NC(O[C@H]1C[C@H](CC1)C1=NN(C(=C1)N)S(=O)(=O)C1=CC=C(C)C=C1)=O (1R,3S)-3-(5-amino-1-tosyl-1H-pyrazol-3-yl)cyclopentyl (1-methylcyclopropyl)carbamate